FC=1C(=C(C=CC1)NC1=CC(=NC=C1C(=O)NOC)NC1=NC(=CC=C1)F)N(S(=O)(=O)C)C 4-((3-fluoro-2-(N-methyl-methanesulfonamido)phenyl)-amino)-6-((6-fluoropyridin-2-yl)amino)-N-methoxynicotinamide